(3-{4-[6-(2-ethoxyethoxy)pyridin-3-yl]-6-oxo-1,6-dihydropyrimidin-2-yl}-2,4-difluorobenzyl)isobutyramide C(C)OCCOC1=CC=C(C=N1)C=1N=C(NC(C1)=O)C=1C(=C(CC(C(=O)N)(C)C)C=CC1F)F